titanium tetra(methoxypropanol) COC(CC)O.COC(CC)O.COC(CC)O.COC(CC)O.[Ti]